4-aminonicotinaldehyde NC1=CC=NC=C1C=O